C(C)(C)(C)C=1N=C(OC1)C=1C(=NC=CC1OC)C=1OC=C(N1)C(C)(C)C bis[4-(S)-tert-butyl-2-oxazolyl]-4-methoxypyridine